N-(5-cyclopentyl-1H-pyrazol-3-yl)-2-[4-[(2-methoxyethylamino)methyl]-2-azabicyclo[2.1.1]hex-2-yl]pyrimidin-4-amine C1(CCCC1)C1=CC(=NN1)NC1=NC(=NC=C1)N1C2CC(C1)(C2)CNCCOC